CN1N=C(C=C1)N1CCN(CC1)C1=CC=C(C=C1)NC(=O)C=1C(NC=CC1NC1=C(C2=C(OCCN2)N=C1)C)=O N-(4-(4-(1-methyl-1H-pyrazol-3-yl)piperazin-1-yl)phenyl)-4-((8-methyl-2,3-dihydro-1H-pyrido[2,3-b][1,4]oxazin-7-yl)amino)-2-oxo-1,2-dihydropyridine-3-carboxamide